CN1C(C(C=2C1=CC=1C(=NN=C(C1C2)C)N[C@H](C)C2=CC(=CC(=C2)F)C(CO)(F)F)(C)C)=O 1,3,3,5-tetramethyl-8-[[(1R)-1-[3-(1,1-difluoro-2-hydroxy-ethyl)-5-fluoro-phenyl]ethyl]amino]pyrrolo[2,3-g]phthalazin-2-one